4-((2-(difluoromethoxy)ethyl)(4-(5,6,7,8-tetrahydro-1,8-naphthyridin-2-yl)butyl)amino)-2-(quinazolin-4-ylamino)butanoic acid FC(OCCN(CCC(C(=O)O)NC1=NC=NC2=CC=CC=C12)CCCCC1=NC=2NCCCC2C=C1)F